ClC1=CC=2C3=C(C=NC2C=C1)N=C(N3[C@H]3CN(CC3)C)CC3=NOC(=N3)C 8-chloro-2-[(5-methyl-1,2,4-Oxadiazol-3-yl)methyl]-1-[(3R)-1-methylpyrrolidin-3-yl]-1H-imidazo[4,5-c]Quinoline